FC1=C(C(=CC=C1)F)C=1OC(=NN1)N1[C@@H](C2=C(CC1)NC=N2)C2=NN1C(C(=CC=C1)F)=C2 (S)-2-(2,6-difluorophenyl)-5-(4-(4-fluoropyrazolo[1,5-a]pyridin-2-yl)-1,4,6,7-tetrahydro-5H-imidazo[4,5-c]pyridin-5-yl)-1,3,4-oxadiazole